3-{5-[(R)-(1,3-dimethyl-azetidin-3-yl)-hydroxy-(4-isopropyl-phenyl)-methyl]-pyridin-3-yl}-1-methyl-cyclopent-2-enol CN1CC(C1)(C)[C@@](C=1C=C(C=NC1)C1=CC(CC1)(O)C)(C1=CC=C(C=C1)C(C)C)O